5-(2-amino-3-chloropyridin-4-yl)sulfanylpyrazin NC1=NC=CC(=C1Cl)SC=1N=CC=NC1